1-[1-(phenylsulfonyl)-1H-indol-5-yl]-N-[(3,5-difluorophenyl)methyl]-2-oxopyrrolidine-3-carboxamide C1(=CC=CC=C1)S(=O)(=O)N1C=CC2=CC(=CC=C12)N1C(C(CC1)C(=O)NCC1=CC(=CC(=C1)F)F)=O